ClC1=C(C=CC(=C1)Cl)S(=O)(=O)N1CC(C1)(CNCCO)COC1=CC(=C(C#N)C=C1)F 4-((1-((2,4-dichlorophenyl)sulfonyl)-3-(((2-hydroxyethyl)amino)methyl)azetidin-3-yl)methoxy)-2-fluorobenzonitrile